(-)-5,7-dibromo-1-(sec-butyl)-1H-pyrazolo[4,3-b]pyridine BrC1=CC(=C2C(=N1)C=NN2C(C)CC)Br